2-(5-((3-azabicyclo[3.2.1]octan-8-yl)oxy)-6-aminopyridazin-3-yl)phenol C12CNCC(CC1)C2OC=2C=C(N=NC2N)C2=C(C=CC=C2)O